OCC[N+](C)(C)C.C(CCCCCCCCCCCCCCCCC)(=O)OC[C@@H](OC(CCCCCCCCCCCCCCCCC)=O)COP(=O)(O)OCC[N+](C)(C)C 1,2-Distearoyl-sn-glycero-3-phosphocholine choline